5-chloro-2-((4-fluoro-2-methylphenyl)amino)-N-(6-methoxy-2-methylpyridin-3-yl)nicotinamide ClC=1C=NC(=C(C(=O)NC=2C(=NC(=CC2)OC)C)C1)NC1=C(C=C(C=C1)F)C